N-(5-Bromo-2-(3-morpholinopropoxy)pyridin-3-yl)cyclopropane-sulfonamide BrC=1C=C(C(=NC1)OCCCN1CCOCC1)NS(=O)(=O)C1CC1